6-(5-methylfurfurylamino)-9-β-D-arabinofuranosylpurine CC1=CC=C(CNC2=C3N=CN(C3=NC=N2)[C@H]2[C@@H](O)[C@H](O)[C@H](O2)CO)O1